2-hydroxy-3-(4-(2-hydroxy-3-(2-(trifluoromethyl)-10H-phenothiazin-10-yl)propyl)-piperazin-1-yl)propanoic acid OC(C(=O)O)CN1CCN(CC1)CC(CN1C2=CC=CC=C2SC=2C=CC(=CC12)C(F)(F)F)O